FC(C1=CC=CC2=C1CO\C(\N2)=N\C#N)(F)F (E)-[5-(trifluoromethyl)-1,4-dihydro-3,1-benzoxazin-2-ylidene]cyanamide